2-(trans-4-(dimethylamino)cyclohexyl)-2,4-dimethyl-7,8-dihydro-[1,3]dioxolo[4,5-g]isoquinolin-5(6H)-one CN([C@@H]1CC[C@H](CC1)C1(OC=2C(=CC=3CCNC(C3C2C)=O)O1)C)C